1-(4-trifluoromethoxyphenyl)sulfonyl-piperazine FC(OC1=CC=C(C=C1)S(=O)(=O)N1CCNCC1)(F)F